C(C)(=O)O[C@@]1(CC[C@H]2[C@@H]3CCC4=CC(CCC4=C3[C@H](C[C@]12C)C1=CC=C(C=C1)NC)=O)C(C)=O (8S,11R,13S,14S,17R)-17-acetyl-13-methyl-11-(4-(methylamino)phenyl)-3-oxo-2,3,6,7,8,11,12,13,14,15,16,17-dodecahydro-1H-cyclopenta[a]phenanthren-17-yl acetate